p-tert-butylbenzoate C(C)(C)(C)C1=CC=C(C(=O)[O-])C=C1